COCC(N=C=NC(COC)COC)COC 1,3-bis[bis(methoxymethyl)methyl]carbodiimide